COC1=C(C=CC(=C1)OC)CNC=1C(=NC(=C(N1)C)C)C(=O)C12CC(C1)(C2)C(=O)OC methyl 3-[3-[(2,4-dimethoxyphenyl)methylamino]-5,6-dimethylpyrazine-2-carbonyl]bicyclo[1.1.1]pentane-1-carboxylate